3-(2-((1-((dimethylamino)methyl)-2,2-difluorocyclopropyl)methoxy)-5,6,7,8-tetrahydropyrido[3,4-d]pyrimidin-4-yl)-3,8-diazabicyclo[3.2.1]octane-8-carboxylic acid tert-butyl ester C(C)(C)(C)OC(=O)N1C2CN(CC1CC2)C=2C1=C(N=C(N2)OCC2(C(C2)(F)F)CN(C)C)CNCC1